2-(4-aminostyryl)-6-methyl-4H-thiochromen NC1=CC=C(C=CC=2SC3=CC=C(C=C3CC2)C)C=C1